carbamoyl-5-methyl-3,6-dihydropyridine-1(2H)-carboxylic acid tert-butyl ester C(C)(C)(C)OC(=O)N1C(CC=C(C1)C)C(N)=O